1,3,5-benzenetricarboxylic acid tri(2-n-propylcyclohexylamide) C(CC)C1C(CCCC1)NC(=O)C1=CC(=CC(=C1)C(=O)NC1C(CCCC1)CCC)C(=O)NC1C(CCCC1)CCC